OC(CCCCCC(=O)O)CCCCCCCCCCCCCCCCC 7-Hydroxy-tetracosanoic acid